(2,2,2-trifluoroethoxy)pyridine-3-carboxylic acid FC(COC1=NC=CC=C1C(=O)O)(F)F